palladium (II) bis(tricyclohexyl-phosphine) diacetate C(C)(=O)[O-].C(C)(=O)[O-].C1(CCCCC1)P(C1CCCCC1)C1CCCCC1.C1(CCCCC1)P(C1CCCCC1)C1CCCCC1.[Pd+2]